C(C=C)O[C@H]1[C@@H](O[C@@H]([C@H]([C@@H]1OCC=C)OCC=C)COCC=C)O[C@H](C(=O)OCC#N)CC(C)C Cyanomethyl (S)-2-{(2S,3R,4S,5R,6R)-3,4,5-tris(allyloxy)-6-[(allyloxy)methyl]tetrahydro-2H-pyran-2-yloxy}-4-methylvalerate